N=1N=CNC1 4H-1,2,4-Triazole